N1(N=NC2=C1C=CC=C2)OP(N(C)C)N(C)C benzotriazol-1-oxybis(dimethylamino)phosphorus